IC1=C(C(C=O)=CC(=C1)I)O 3,5-diiodosalicylaldehyde